(2R,3R)-butane-1,2,3,4-tetraol C([C@H]([C@@H](CO)O)O)O